COC(C1=C(C=C(C=C1)C(NCCCNC(=O)OC(C)(C)C)=O)Br)=O methyl-2-bromo-4-((3-((tert-butoxycarbonyl)amino)propyl)carbamoyl)benzoate